(5R)-3-{3-fluoro-4-[6-(2-(2-dimethylaminoethyl)-2H-tetrazol-5-yl)-3-pyridinyl]phenyl}-5-(methylamino)-1,3-Oxazolidin-2-one FC=1C=C(C=CC1C=1C=NC(=CC1)C=1N=NN(N1)CCN(C)C)N1C(O[C@H](C1)NC)=O